C(C1=CC=CC=C1)NC(=O)C1=NNC(=C1)C1=CC=C(C=C1)[N+](=O)[O-] N-benzyl-5-(4-nitrophenyl)-1H-pyrazole-3-carboxamide